(S)-1-(5-((3-methylpiperazin-1-yl)methyl)pyrazolo[1,5-a]pyridin-3-yl)dihydropyrimidine-2,4(1H,3H)-dione C[C@H]1CN(CCN1)CC1=CC=2N(C=C1)N=CC2N2C(NC(CC2)=O)=O